(2-fluoro-3-methylphenyl)Boronic acid FC1=C(C=CC=C1C)B(O)O